ClC(C=CC(Cl)Cl)Cl 1,2-bis(dichloromethyl)ethylene